C(CCCCCCCCCCCC(C)C)NCCC(=O)[O-].[Na+] sodium β-isopentadecylaminopropionate